[Si](C)(C)(C(C)(C)C)O[C@@H]1CN(CC[C@@H]1NC=1C=NC(=C(C1)Cl)F)C(=O)OC(C)(C)C tert-butyl (3R,4S)-3-((tert-butyldimethylsilyl)oxy)-4-((5-chloro-6-fluoropyridin-3-yl)amino)piperidine-1-carboxylate